ClC(=NO)Cl 1,1-dichloroformaldehyde oxime